C(OC[C@H](CC)C)(OC1=CC=C(C=C1)[N+](=O)[O-])=O (S)-2-methylbutyl (4-nitrophenyl) Carbonate